ClC1=C(C=O)C(=C(C(=C1Cl)C=O)Cl)Cl 2,3,5,6-tetrachloroterephthalaldehyde